2-(2-fluorophenyl)-1H-naphthalene FC1=C(C=CC=C1)C1CC2=CC=CC=C2C=C1